C(#N)C=1C=CC2=C(CN(CCC2)C(=O)OC(C)(C)C)C1 tert-butyl 8-cyano-4,5-dihydro-1H-benzo[c]azepine-2(3H)-carboxylate